tert-butyl (2S)-2-(hydroxymethyl)indoline-1-carboxylate OC[C@H]1N(C2=CC=CC=C2C1)C(=O)OC(C)(C)C